S1C=NC2=C1C=CC(=C2)C(=O)N2CCC1(C(NC(N1)=O)=O)CC2 8-(benzo[d]thiazole-5-carbonyl)-1,3,8-triazaspiro[4.5]decane-2,4-dione